C(C)(C)(C)OOC(C)(C#CC(C)(C)OOC(C)(C)C)C 2,5-bis(t-butylperoxy)-2,5-dimethyl-3-hexyne